8-hydroxy-3-[(1-{[3-(methylamino)phenyl]methyl}-1,2,3-triazacyclopent-en-4-yl)methyl]-1,2,3,4-tetrahydroquinazoline-2,4-dione OC=1C=CC=C2C(N(C(NC12)=O)CC1N=NN(C1)CC1=CC(=CC=C1)NC)=O